6-pent-4-enoxy-5-(trifluoromethyl)pyridine-2-carboxamide C(CCC=C)OC1=C(C=CC(=N1)C(=O)N)C(F)(F)F